Cl.N[C@@H](C)C1=NC(=NN1C1=CC(=NC=N1)C(=O)N(C)C)C1CC1 6-[5-[(1S)-1-aminoethyl]-3-cyclopropyl-1,2,4-triazol-1-yl]-N,N-dimethyl-pyrimidin-4-carboxamide hydrochloride